(4-((R)-2,2-difluoro-7-((5-methoxy-7-methyl-1H-indol-4-yl)methyl)-7-azaspiro[3.5]nonan-6-yl)benzoyl)-L-proline FC1(CC2(C1)C[C@@H](N(CC2)CC2=C1C=CNC1=C(C=C2OC)C)C2=CC=C(C(=O)N1[C@@H](CCC1)C(=O)O)C=C2)F